CC1OCCC1S 2-Methyltetrahydrofuran-3-thiol